N-((4-((4-methylmorpholin-2-yl)methoxy)-3-nitrophenyl)sulfonyl)benzamide CN1CC(OCC1)COC1=C(C=C(C=C1)S(=O)(=O)NC(C1=CC=CC=C1)=O)[N+](=O)[O-]